[Na+].[Na+].C(CCC)C1C(C(CCC1)C(=O)[O-])C(=O)[O-] 3-n-butylcyclohexane-1,2-dicarboxylic acid disodium salt